3,4-di[2-(2-methoxyethoxy)ethoxycarbonyl]thioxanthone COCCOCCOC(=O)C=1C=CC=2C(C3=CC=CC=C3SC2C1C(=O)OCCOCCOC)=O